IC=1N=C(N2N=C(C=C(C21)C2(CC2)S(=O)(=O)C)N2CC1CCC(C2)O1)I 3-[5,7-diiodo-4-(1-methanesulfonylcyclopropyl)imidazo[1,5-b]pyridazin-2-yl]-8-oxa-3-azabicyclo[3.2.1]octane